N-(1-ethylpropyl)-2-[3-methoxy-5,5-dioxido-9-(trifluoromethyl)-6H-dibenzo[c,e][1,2]thiazin-6-yl]acetamide C(C)C(CC)NC(CN1S(C2=C(C3=C1C=CC(=C3)C(F)(F)F)C=CC(=C2)OC)(=O)=O)=O